FC1=CC(=CC=2C(NCCOC21)=O)NC2=CN=NC=C2 9-fluoro-7-(pyridazin-4-ylamino)-3,4-dihydrobenzo[f][1,4]oxazepin-5(2H)-one